C1(=CC=CC2=CC=CC=C12)C1CC(C(=CO1)C(=O)OC)=O methyl 6-(naphthalen-1-yl)-4-oxo-5,6-dihydropyran-3-carboxylate